3-(acryloyloxymethyl)-2-phenyl-oxetane C(C=C)(=O)OCC1C(OC1)C1=CC=CC=C1